2-hydrazinyl-N-methyl-7-nitro-N-Phenylquinazolin-4-amine N(N)C1=NC2=CC(=CC=C2C(=N1)N(C1=CC=CC=C1)C)[N+](=O)[O-]